(R)-3-(6-chloropyridin-3-yl)-5-(1-(3,5-dichloropyridin-4-yl)ethoxy)-3-iodo-1H-pyrazolo[4,3-b]pyridine ClC1=CC=C(C=N1)[C@@]1(NNC=2C1=NC(=CC2)OC(C)C2=C(C=NC=C2Cl)Cl)I